The molecule is an indolyl carbohydrate that is the alpha-D-galactoside of indoxyl in which the indole moiety is substituted at positions 4 and 5 by chlorine and bromine, respectively. It is an organobromine compound, an organochlorine compound, an indolyl carbohydrate, a D-aldohexose derivative and an alpha-D-galactoside. It derives from an indoxyl. C1=CC(=C(C2=C1NC=C2O[C@@H]3[C@@H]([C@H]([C@H]([C@H](O3)CO)O)O)O)Cl)Br